C(C1=CC=CC=C1)OC1=NC(=CC=C1C1=NC=CC(=C1)Br)OCC1=CC=CC=C1 2',6'-bis(benzyloxy)-4-bromo-2,3'-bipyridine